C(C)C=1C(=NC=C(N1)CC)C 3,5-diethyl-2-methylpyrazine